(4-(2-((2-hydroxybenzyl)amino)ethyl)-2,5-dimethoxyphenyl)(imino)(methyl)-λ6-sulfanone OC1=C(CNCCC2=CC(=C(C=C2OC)S(=O)(C)=N)OC)C=CC=C1